4-ethyl-3,14-dioxo-3,4,12,14-tetrahydro-1H-pyrano[3',4':6,7]indolizino[1,2-b]quinolin-4-yl (2-(pyridin-2-yldisulfaneyl)ethyl) carbonate C(OC1(C(OCC=2C(N3CC=4C(=NC=5C=CC=CC5C4)C3=CC21)=O)=O)CC)(OCCSSC2=NC=CC=C2)=O